FC=1C(=C(C=CC1)N1CCN(CC1)CCOC(C)=O)[N+](=O)[O-] acetic acid 2-[4-(3-fluoro-2-nitrophenyl) piperazin-1-yl]Ethyl ester